C(CC[C@@H](C(=O)O)NC(=O)C1=CC=C(NC[C@H]2CNC=3N=C(N)NC(=O)C3N2)C=C1)(=O)[O-] (6s)-5,6,7,8-tetrahydrofolate